5-(((1S,2S)-2-(benzylamino)cyclohexyl)(methyl)amino)-2-(2,6-dioxopiperidin-3-yl)isoindoline-1,3-dione C(C1=CC=CC=C1)N[C@@H]1[C@H](CCCC1)N(C=1C=C2C(N(C(C2=CC1)=O)C1C(NC(CC1)=O)=O)=O)C